FC(CC(F)(F)F)OCF fluoromethyl tetrafluoropropyl ether